ClC1=CC=C(C=C1)C1=CC2=C(N=CN(C2=O)C(CO)C)C(=N1)C=1C=NC=CC1 6-(4-chlorophenyl)-3-(1-hydroxypropan-2-yl)-8-(pyridin-3-yl)pyrido[3,4-d]Pyrimidin-4(3H)-one